3-(((2,5-Bis(trifluoromethyl)pyrazolo[1,5-a]pyrimidin-7-yl)amino)methyl)-3-(3,4-difluorophenyl)-N-((1r,4r)-4-hydroxycyclohexyl)azetidine-1-carboxamide FC(C1=NN2C(N=C(C=C2NCC2(CN(C2)C(=O)NC2CCC(CC2)O)C2=CC(=C(C=C2)F)F)C(F)(F)F)=C1)(F)F